2-Fluoro-1-(3-(9-methyl-6-(4-(trifluoromethoxy)phenyl)-9H-purin-2-yl)azetidin-1-yl)prop-2-en-1-one FC(C(=O)N1CC(C1)C1=NC(=C2N=CN(C2=N1)C)C1=CC=C(C=C1)OC(F)(F)F)=C